BrC1=CC2=C(N=CS2)C(C1F)C(=O)O 6-bromo-5-fluoro-4,5-dihydro-cyclohexa[1,2-d][1,3]thiazole-4-carboxylic acid